(E)-2-(3-(4-(2-(4-chloro-2-fluorophenyl)-1-(1-(tetrahydro-2H-pyran-2-yl)-1H-indazol-5-yl)but-1-enyl)phenoxy)-propoxy)acetic acid ClC1=CC(=C(C=C1)/C(=C(/C=1C=C2C=NN(C2=CC1)C1OCCCC1)\C1=CC=C(OCCCOCC(=O)O)C=C1)/CC)F